NCC1(C2CCN(CC12)C(=O)OC(C)(C)C)C1=NC=CC=C1 tert-Butyl 7-(aminomethyl)-7-(pyridin-2-yl)-3-azabicyclo[4.1.0]heptane-3-carboxylate